C(CC(O)(C(=O)O)CC(=O)O)(=O)O.C(CC(O)(C(=O)O)CC(=O)O)(=O)O.C[C@H]1N(CCC1)CCCOC1=CC=C(OC2CCN(CC2)C(C)=O)C=C1 1-[4-(4-{3-[(2R)-2-methyl-pyrrolidin-1-yl]-propoxy}-phenoxy)-piperidin-1-yl]-ethanone dicitrate